C1C(CC2=CC=CC=C12)NC(=O)C=1N=C(SC1)C#C N-(2,3-dihydro-1H-inden-2-yl)-2-ethynylthiazole-4-carboxamide